4-(N-(3-(tert-butyl)-5-cyclopropylbenzyl)-2-(N-(2-hydroxybenzyl)-(2,3,4,5,6-pentafluoro-phenyl)sulfonamido)acetamido)-2-hydroxybenzoic acid C(C)(C)(C)C=1C=C(CN(C(CN(S(=O)(=O)C2=C(C(=C(C(=C2F)F)F)F)F)CC2=C(C=CC=C2)O)=O)C2=CC(=C(C(=O)O)C=C2)O)C=C(C1)C1CC1